O=C1NC(CCC1N1C(C2=CC=C(C=C2C1=O)NC(OCCCOC1=C(C=C(C=C1C#N)C(C)(C)C1=CC=C(C=C1)OCC1=NC(=NC=C1)NS(=O)(=O)C)Cl)=O)=O)=O 3-(2-chloro-6-cyano-4-(2-(4-((2-(methylsulfonamido)pyrimidin-4-yl)methoxy)phenyl)propan-2-yl)phenoxy)propyl (2-(2,6-dioxopiperidin-3-yl)-1,3-dioxoisoindolin-5-yl)carbamate